methylaluminum phosphate P(=O)([O-])([O-])[O-].C[Al+3]